tert-butyl (S)-3-(3-bromo-5-((tert-butoxycarbonyl)(methyl)amino)-4-cyano-1H-pyrazol-1-yl)pyrrolidine-1-carboxylate BrC1=NN(C(=C1C#N)N(C)C(=O)OC(C)(C)C)[C@@H]1CN(CC1)C(=O)OC(C)(C)C